OC1=C(C=C(C=CC(=O)O)C=C1OC)OC 4-hydroxy-3,5-dimethoxycinnamic acid